C(C1=CC=CC=C1)OC1=CC(=C2C(=N1)N(C(=N2)C(=O)NC2(CCS(CC2)(=O)=O)C)C)C 5-(benzyloxy)-3,7-dimethyl-N-(4-methyl-1,1-dioxidotetrahydro-2H-thiopyran-4-yl)-3H-imidazo[4,5-b]pyridine-2-carboxamide